5-Bromo-2-nitro-4-sulfanyl-benzaldehyde BrC=1C(=CC(=C(C=O)C1)[N+](=O)[O-])S